4-epoxytricyclo[5.2.1.02,6]decylacrylate C123C4(CC(CC4C(CC1)C2)OC(C=C)=O)O3